C(C)(C)C1=C(C(=CC(=C1)C(C1=CC=CC=C1)C1=CC=CC=C1)C(C)C)C1=C(C(=CC=C1OC)OC)P(C1CCCCC1)C1CCCCC1 [2',6'-diisopropyl-4'-(benzhydryl)-3,6-dimethoxy-biphenyl-2-yl]-dicyclohexylphosphine